Cl.ClC1=C(C=C(CN)C=C1)C1=NC(=NC(=N1)OC)C=1C=NC(=CC1)O[C@@H](CCC)C N-(4-chloro-3-{4-methoxy-6-[6-((R)-1-methylbutoxy)pyridin-3-yl]-1,3,5-triazin-2-yl}benzyl)amine hydrochloride